C(C)(C)(C)OC(=O)N1C[C@@H](N(CC1)C=1C2=C(N(C(N1)=O)C=1C(=NC=CC1C)C(C)C)N=C(C(=C2)Cl)C2=C(C=CC(=C2)C)F)C (S)-4-(6-chloro-7-(2-fluoro-5-methylphenyl)-1-(2-isopropyl-4-methylpyridin-3-yl)-2-oxo-1,2-dihydropyrido[2,3-d]pyrimidin-4-yl)-3-methylpiperazine-1-carboxylic acid tert-butyl ester